4-bromo-5-(2,6-dimethylphenoxy)-1-(1-methylazetidin-3-yl)pyridin-2(1H)-one BrC1=CC(N(C=C1OC1=C(C=CC=C1C)C)C1CN(C1)C)=O